(3-bromophenyl)-2-methylpropan-1-amine BrC=1C=C(C=CC1)C(C(C)C)N